N1(C=CC=C1)CCC(C=C)=C 1-(N-pyrrolyl)-3-methylenepent-4-ene